P(=O)(O)(O)SC[C@H](N)C(=O)O S-phosphocysteine